Cl.BrCC1=C(C(=NN1C)COC(C)C)C=1C=CC=C2C(=C(N(C12)CCCCNC)C(=O)OCC)CCCOC1=CC=CC2=CC=CC=C12 ethyl 7-{5-(bromomethyl)-1-methyl-3-[(propan-2-yloxy)methyl]-1H-pyrazol-4-yl}-1-[4-(methylamino)butyl]-3-[3-(naphthalen-1-yloxy)propyl]-1H-indole-2-carboxylate hydrochloric acid salt